C1=C2C3=C(NC(C2=CC=C1)=O)CCCCC3=O 7,8,9,10-tetrahydro-6H-cyclohepta[c]isoquinoline-5,11-dione